C1=2C=C(C=CC2CC1)CCC(=O)O 3-[bicyclo[4.2.0]oct-1(6),2,4-trien-3-yl]propionic acid